trifluoromethanesulfonic acid 3-(4-fluorobenzyl)-5,6-dimethylpyrazin-2-yl ester FC1=CC=C(CC=2C(=NC(=C(N2)C)C)OS(=O)(=O)C(F)(F)F)C=C1